NCCOCCOCCCC(=O)N[C@H](C(=O)N1[C@@H](C[C@H](C1)O)C(=O)NCC1=CC=C(C=C1)C1=C(N=CS1)C)C(C)(C)C (2S,4R)-1-((S)-2-(4-(2-(2-aminoethoxy)ethoxy)butanamido)-3,3-dimethylbutanoyl)-4-hydroxy-N-(4-(4-methylthiazol-5-yl)benzyl)pyrrolidine-2-carboxamide